5-(5-butyl-2-methylsulfonylpyrimidin-4-yl)-3-methoxy-1-methylpyridin-2-one C(CCC)C=1C(=NC(=NC1)S(=O)(=O)C)C=1C=C(C(N(C1)C)=O)OC